FC=1C=C2C3=NNC4=CC=C(OCCCNC(OCC(C1F)=C2)=O)C=C34 4,5-difluoro-8,14-dioxa-10,19,20-triazatetracyclo[13.5.2.12,6.018,21]tricosa-1(20),2,4,6(23),15,17,21-heptaen-9-one